methyl (3R,6R)-1-N-tert-butoxycarbonyl-4-(7-chloro-6-fluoro-1-(2-isopropyl-4-methylpyridin-3-yl)-3-nitro-2-oxo-1,2-dihydro-1,8-naphthyridin-4-yl)-6-methylpiperazine-3-carboxylate C(C)(C)(C)OC(=O)N1C[C@@H](N(C[C@H]1C)C1=C(C(N(C2=NC(=C(C=C12)F)Cl)C=1C(=NC=CC1C)C(C)C)=O)[N+](=O)[O-])C(=O)OC